(1S,2S)-2-((R)-1-(4,4-diethyl-2-imino-6-oxotetrahydropyrimidin-1(2H)-yl)-3-methoxypropyl)-N-((S)-2,2-dimethylchroman-4-yl)cyclopropanecarboxamide C(C)C1(NC(N(C(C1)=O)[C@H](CCOC)[C@@H]1[C@H](C1)C(=O)N[C@H]1CC(OC2=CC=CC=C12)(C)C)=N)CC